3-hydroxy-2-methylpropan-1-one OCC(C=O)C